C(=O)(O)CC[N+]1=NC=C(C=C1)C=1N=NC=CC1 1-(2-carboxyethyl)-4-(pyridazin-3-yl)pyridazin-1-ium